tert-butyl 7-[2-[2-chloro-4-(4-chlorophenyl)-5-[2-(difluoromethyl)-4-pyridyl]imidazol-1-yl]acetyl]-2,7-diazaspiro[3.5]nonane-2-carboxylate ClC=1N(C(=C(N1)C1=CC=C(C=C1)Cl)C1=CC(=NC=C1)C(F)F)CC(=O)N1CCC2(CN(C2)C(=O)OC(C)(C)C)CC1